C1(CC1)C(=O)N1CCC(CC1)CN1N=C2C3=C(CC(C2=C1)C)OC(=C3C(F)(F)F)C(=O)NC[C@H]3OCCC3 2-{[1-(cyclopropanecarbonyl)piperidin-4-yl]methyl}-4-methyl-N-{[(2S)-oxolan-2-yl]methyl}-8-(trifluoromethyl)-4,5-dihydro-2H-furo[2,3-g]indazole-7-carboxamide